5-((4-fluorophenyl)(hydroxy)methyl)pyrimidin FC1=CC=C(C=C1)C(C=1C=NC=NC1)O